dimethyl-(tert-butyl)silanolate C[Si]([O-])(C(C)(C)C)C